4-((2-aminopyrimidin-5-yl)ethynyl)-1-methyl-6-(4-phenyl-5,6-dihydrocyclopenta[d][1,2,3]triazol-2(4H)-yl)pyridine-2(1H)-one NC1=NC=C(C=N1)C#CC1=CC(N(C(=C1)N1N=C2C(=N1)CCC2C2=CC=CC=C2)C)=O